OCCC=1C=C(C=CC1)C1C(NC(CC1)=O)=O 3-[3-(2-hydroxyethyl)phenyl]piperidine-2,6-dione